[Mo].[Ni].[Li] lithium-nickel molybdenum